8-(1-((6-chloro-2-(8-fluoro-1-hydroxy-1H-benzo[d][1,2,6]oxazaborinin-6-yl)pyridin-3-yl)amino)ethyl)-2-isopropyl-3,6-dimethyl-4H-chromen-4-one ClC1=CC=C(C(=N1)C=1C=C(C2=C(C=NOB2O)C1)F)NC(C)C=1C=C(C=C2C(C(=C(OC12)C(C)C)C)=O)C